BrC=1N=NC(=C(C1C#N)C)C 3-bromo-5,6-dimethylpyridazine-4-carbonitrile